ClC1=CC(=C(N[C@H]2[C@H](CN(CC2)C=2C3=C(N(C(C2C#N)=O)C)SC(=N3)C)C)C=C1)F 7-[(3S,4R)-4-(4-chloro-2-fluoro-anilino)-3-methyl-1-piperidyl]-2,4-dimethyl-5-oxo-thiazolo[5,4-b]pyridine-6-carbonitrile